COC(=O)C1C(N(CCC1)C(=O)OC(C)(C)C)C 2-methylpiperidine-1,3-dicarboxylic acid 1-(tert-butyl) 3-methyl ester